5-(ethoxycarbonyl)-1H-pyrrole-3-carboxylic acid C(C)OC(=O)C1=CC(=CN1)C(=O)O